6-(2,4-difluorophenyl)-5-((1-methyl-1H-pyrazol-3-yl)ethynyl)isoindolin-1-one FC1=C(C=CC(=C1)F)C1=C(C=C2CNC(C2=C1)=O)C#CC1=NN(C=C1)C